C(C)(C)(C)OC(=O)N1[C@@H](COCC1)C=1C=C(C=C2CCN(CC12)C(=O)N1C[C@H](OCC1)C)Cl (R)-3-(6-chloro-2-((R)-2-methylmorpholine-4-carbonyl)-1,2,3,4-tetrahydroisoquinoline-8-yl)morpholine-4-carboxylic acid tert-butyl ester